FC=1C=C(C(=NC1)OC)C(=O)N1C(CCCC1)C1=CC(=CC=C1)F (5-fluoro-2-methoxypyridin-3-yl)(2-(3-fluorophenyl)piperidin-1-yl)methanone